2,5-dichloroaminobenzenesulfonic ACID ClNC1=C(C=C(C=C1)NCl)S(=O)(=O)O